[N+](=O)([O-])C=1C(=NC2=CC=CC=C2C1O)O nitro-2,4-dihydroxyquinoline